P(=O)(O)(O)C(C(C(=O)[O-])(C(=O)[O-])C(=O)[O-])CC phosphonobutanetricarboxylate